3-IODO-IMIDAZO[1,2-A]PYRIDIN-8-CARBALDEHYDE IC1=CN=C2N1C=CC=C2C=O